cyclohex-3-en-1-amine hydrogen chloride Cl.C1(CC=CCC1)N